5,5-dimethyl-3-(3-morpholino-4-(trifluoromethoxy)phenyl)-1-((2-oxo-2,3-dihydro-1H-pyrrolo[2,3-b]pyridin-4-yl)methyl)imidazolidine-2,4-dione CC1(C(N(C(N1CC1=C2C(=NC=C1)NC(C2)=O)=O)C2=CC(=C(C=C2)OC(F)(F)F)N2CCOCC2)=O)C